3-(2,4-dioxohexahydropyrimidin-1-yl)-5-fluoro-1-methyl-indazol O=C1N(CCC(N1)=O)C1=NN(C2=CC=C(C=C12)F)C